tert-Butyl-(S,E)-2-((5-(2-((dimethylcarbamoyl)oxy)-7-(methylamino)-7-oxohept-5-enamido)-6-oxopyrimidin-1(6H)-yl)methyl)-5-fluoro-7-(3,3,3-trifluoropropyl)-1H-indol-1-carboxylat C(C)(C)(C)OC(=O)N1C(=CC2=CC(=CC(=C12)CCC(F)(F)F)F)CN1C=NC=C(C1=O)NC([C@H](CC\C=C\C(=O)NC)OC(N(C)C)=O)=O